C(C=C)(=O)[O-].[NH4+] Ammonium acrylat